C1(CC1)N1N=C2C(=CC=C(C2=C1)N1CCOCC1)OC(F)F 4-(2-cyclopropyl-7-(difluoromethoxy)-2H-indazol-4-yl)morpholine